C[C@H]1CNCC[C@H]1C1=CC(=CC=C1)OC(F)(F)F (3R,4R)-3-Methyl-4-(3-(trifluoromethoxy)phenyl)piperidine